C(C)(C)(C)N1C=NC2=C1C=C(C=C2)OC2=C(C=C(C=C2Cl)N\N=C(\C(=O)NC(OCC)=O)/C#N)Cl (E)-ethyl (2-(2-(4-((1-(tert-butyl)-1H-benzo[d]imidazol-6-yl)oxy)-3,5-dichlorophenyl)hydrazono)-2-cyanoacetyl)carbamate